CN(C1CN(C1)C(=O)O[C@@H]1CC[C@H](CC1)C(N(C[C@@H]1CC[C@H](CC1)C1=NC(=C(C=C1)OC)C)C1=NC=CC(=C1)C=1N=C(OC1)C(C)C)=O)C trans-4-((4-(2-Isopropyloxazol-4-yl) pyridine-2-yl)((trans-4-(5-methoxy-6-methylpyridin-2-yl)cyclohexyl)methyl) carbamoyl)cyclohexyl 3-(dimethylamino)azetidine-1-carboxylate